N1(CCCCC1)C1=CCCCCCC=C1 piperidinocyclononen-8-ene